ClC1=CC(=NC=N1)OCC=1N=C2N(C=C(C=C2CC(=O)OCC)C2CC2)C1 ethyl 2-(2-((6-chloropyrimidin-4-yloxy)methyl)-6-cyclopropylimidazo[1,2-a]pyridin-8-yl)acetate